2-(2,6-difluorophenyl)propionic acid FC1=C(C(=CC=C1)F)C(C(=O)O)C